ClC1=C(C(=CC=C1Cl)F)C1(CN(CC1)C(C=C)=O)NC=1C=C(C2=C(N(N=C2C1)CC(=O)O)C)F (6-{[3-(2,3-dichloro-6-fluorophenyl)-1-(prop-2-enoyl)pyrrolidin-3-yl]amino}-4-fluoro-3-methylindazol-2-yl)acetic acid